6-cyclopropyl-N-[4-[(6,7-dimethoxy-1,5-naphthyridin-4-yl)oxy]-3-fluorophenyl]-5-(4-fluorophenyl)-4-hydroxypyridine-3-carboxamide C1(CC1)C1=C(C(=C(C=N1)C(=O)NC1=CC(=C(C=C1)OC1=CC=NC2=CC(=C(N=C12)OC)OC)F)O)C1=CC=C(C=C1)F